4-(cyclopropyl-sulfonyl)aniline BIS(4-HYDROXYBUTYL)TEREPHTHALAT OCCCCOC(C1=CC=C(C(=O)OCCCCO)C=C1)=O.C1(CC1)S(=O)(=O)C1=CC=C(N)C=C1